N[C@@H](C(=O)N1[C@@H](CCC1)C(=O)NCC1=C(C=CC(=C1)Cl)O)CCC1=CC=CC=C1 (S)-1-((R)-2-amino-4-phenylbutyryl)-N-(5-chloro-2-hydroxybenzyl)pyrrolidine-2-carboxamide